1-heptadecenyl bromide C(=CCCCCCCCCCCCCCCC)Br